FC1=CC(=C(C=C1)C1=CC(=CC=C1)C=1OC2=C(N1)C=C(C=C2C(F)(F)F)CN2[C@H](CCCC2)CO)C2=NN=CN2C (R)-(1-((2-(4'-Fluoro-2'-(4-methyl-4H-1,2,4-triazol-3-yl)-[1,1'-biphenyl]-3-yl)-7-(trifluoromethyl)benzo[d]oxazol-5-yl)methyl)piperidin-2-yl)methanol